ClC=1C(=NC=CC1)N1N=C(C=C1C(=O)NC=1C(=CC=2N(C1C(=O)NC(C)C)N=CC2)C)OCC(F)(F)F 6-(1-(3-Chloropyridin-2-yl)-3-(2,2,2-trifluoroethoxy)-1H-pyrazol-5-carboxamido)-N-isopropyl-5-methylpyrazolo[1,5-a]pyridin-7-carboxamid